ethyl 2-[5-chloro-2-[2-[3-(dimethylsulfamoyl)-4-methyl-anilino]-2-oxo-ethyl]-3-oxo-pyridazin-4-yl]acetate ClC1=C(C(N(N=C1)CC(=O)NC1=CC(=C(C=C1)C)S(N(C)C)(=O)=O)=O)CC(=O)OCC